dicyclohexyl-(2',6'-dioxomethyl-[1,1'-biphenyl]) C1(CCCCC1)C=1C(=C(C=CC1)C1=C(C=CC=C1C=O)C=O)C1CCCCC1